N-[6-chloro-5-(trifluoromethoxy)pyridin-2-yl]acetamide methyl-(S)-2-amino-2-phenylacetate COC([C@H](C1=CC=CC=C1)N)=O.ClC1=C(C=CC(=N1)NC(C)=O)OC(F)(F)F